5-ethynyl-6-fluoro-4-[8-fluoro-2-{[(2R,7aS)-2-fluorotetrahydro-1H-pyrrolizin-7a(5H)-yl]methoxy}-4-(2-oxa-5-azabicyclo[4.1.0]heptan-5-yl)pyrido[4,3-d]pyrimidin-7-yl]naphthalen-2-ol C(#C)C1=C2C(=CC(=CC2=CC=C1F)O)C1=C(C=2N=C(N=C(C2C=N1)N1CCOC2CC12)OC[C@]12CCCN2C[C@@H](C1)F)F